((3-(methoxycarbonyl)-1H-pyrazol-1-yl)methyl)piperidine-1-carboxylic acid tert-butyl ester C(C)(C)(C)OC(=O)N1C(CCCC1)CN1N=C(C=C1)C(=O)OC